BrC=1C=C(CC(C(=O)NN)C2OCCCC2)C=CC1 (3-bromobenzyl)-2-(tetrahydro-2H-pyran-2-yl)-acethydrazide